3-butene-1,4-sultone C1CC=COS1(=O)=O